C(CCC)C1(C=CC=C1)[Na] normal-butylcyclopentadienyl-sodium